(S)-2-((11-cyano-2-((S)-4-(difluoromethyl)-2-carbonyloxazolidin-3-yl)-5,6-dihydrobenzo[f]imidazo[1,2-d][1,4]oxazepin-9-yl)amino)propanamide C(#N)C1=CC(=CC2=C1C=1N(CCO2)C=C(N1)N1C(OC[C@H]1C(F)F)=C=O)N[C@H](C(=O)N)C